3-(4-(4-(2-(2-Aminopyridin-3-yl)-5-phenyl-3H-imidazo[4,5-b]pyridin-3-yl)benzyl)piperazin-1-yl)-2-methoxybenzaldehyde NC1=NC=CC=C1C1=NC=2C(=NC(=CC2)C2=CC=CC=C2)N1C1=CC=C(CN2CCN(CC2)C=2C(=C(C=O)C=CC2)OC)C=C1